ethyl 2-((tert-butoxycarbonyl)amino)-4-(trifluoromethyl)thiazole-5-carboxylate C(C)(C)(C)OC(=O)NC=1SC(=C(N1)C(F)(F)F)C(=O)OCC